5-chloro-2-(3,4-difluoro-2-methyl-phenoxy)-3-iodo-6-(trifluoromethyl)pyridine ClC=1C=C(C(=NC1C(F)(F)F)OC1=C(C(=C(C=C1)F)F)C)I